2-((2S,4S)-1-acryloyl-4-(6,8-dichloro-7-(3-chloro-2-methoxyphenyl)-4-(3-(dimethylamino)azetidin-1-yl)-1H-[1,2,3]triazolo[4,5-c]quinolin-1-yl)piperidin-2-yl)acetonitrile C(C=C)(=O)N1[C@@H](C[C@H](CC1)N1N=NC=2C(=NC=3C(=C(C(=CC3C21)Cl)C2=C(C(=CC=C2)Cl)OC)Cl)N2CC(C2)N(C)C)CC#N